FC(C=1N=C2N(C=C(C(=C2)OC(C)C)C(=O)OC)C1)F methyl 2-(difluoromethyl)-7-isopropoxyimidazo[1,2-a]pyridine-6-carboxylate